CC1=CC=C(C=C1)C1=NOC(=N1)C1=CC=C(C=C1)NC(CC)=O N-{4-[3-(4-methylphenyl)-1,2,4-oxadiazol-5-yl]Phenyl}propionamide